N,N'-di(2-naphthyl)p-phenylenediamine C1=C(C=CC2=CC=CC=C12)NC1=CC=C(C=C1)NC1=CC2=CC=CC=C2C=C1